rac-ethyl 8-fluoro-7-methyl-1,4-dioxaspiro[4.5]dec-8-ene-7-carboxylate FC=1[C@](CC2(OCCO2)CC1)(C(=O)OCC)C |r|